N-[3-[2-(4-fluoroanilino)-1-methyl-2-oxo-ethyl]-1-bicyclo[1.1.1]pentanyl]-4,5,6,7-tetrahydro-1,2-benzoxazole-3-carboxamide FC1=CC=C(NC(C(C)C23CC(C2)(C3)NC(=O)C3=NOC2=C3CCCC2)=O)C=C1